BrC=1C=CC=C2C(=CNC12)C[C@@H](C(=O)OC)NC(=O)OC(C)(C)C (S)-methyl 3-(7-bromo-1H-indol-3-yl)-2-((tert-butoxycarbonyl)amino)propanoate